ClC=1C2=C(C(=NN1)N[C@H]1CN(CCC1)C(=O)OC(C)(C)C)CCC2(C)C tert-butyl (R)-3-((4-chloro-5,5-dimethyl-6,7-dihydro-5H-cyclopenta[d]pyridazin-1-yl)amino)piperidine-1-carboxylate